N-(6-(benzo[d]oxazol-5-yl)-1-(2,4-difluorophenyl)-1H-pyrazolo[3,4-d]pyrimidin-4-yl)-5-nitrothiophene-2-carboxamide O1C=NC2=C1C=CC(=C2)C2=NC(=C1C(=N2)N(N=C1)C1=C(C=C(C=C1)F)F)NC(=O)C=1SC(=CC1)[N+](=O)[O-]